1-tetradecanoyl-2-eicosanoyl-glycero-3-phosphoserine C(CCCCCCCCCCCCC)(=O)OCC(OC(CCCCCCCCCCCCCCCCCCC)=O)COP(=O)(O)OC[C@H](N)C(=O)O